C(C)(C)(C)OC(=O)N1CC(C(C1)NC(=O)OCC[Si](C)(C)C)C(=O)O 1-(Tert-Butoxycarbonyl)-4-(((2-(trimethylsilyl)ethoxy)carbonyl)amino)pyrrolidine-3-carboxylic acid